(2R,3R)-3-cyclopropyl-1-methylaziridine-2-carboxylic acid C1(CC1)[C@@H]1[C@@H](N1C)C(=O)O